2-(5-((E)-((1s,2s,5s,6r)-2-fluoro-6-methoxy-1-methyl-8-azabicyclo[3.2.1]oct-3-ylidene)methyl)pyrazin-2-yl)-5-(1H-imidazol-1-yl)phenol F[C@@H]\1[C@@]2(C[C@H]([C@H](C/C1=C\C=1N=CC(=NC1)C1=C(C=C(C=C1)N1C=NC=C1)O)N2)OC)C